6-{5-chloro-2-[(oxacyclohex-4-yl)amino]pyrimidin-4-yl}-2-[2-oxo-2-(4-phenylpiperazin-1-yl)ethyl]-2,3-dihydro-1H-isoindol-1-one ClC=1C(=NC(=NC1)NC1CCOCC1)C1=CC=C2CN(C(C2=C1)=O)CC(N1CCN(CC1)C1=CC=CC=C1)=O